CC1(NC(N(C1=O)C=1C=CC(=NC1)OC1=C(C=C(C#N)C=C1)C(F)(F)F)=O)C 4-{[5-(4,4-dimethyl-2,5-dioxo-1-imidazolidinyl)-2-pyridinyl]oxy}-3-(trifluoromethyl)benzonitrile